O[C@@H]1[C@@H](OB(OC1=O)[C@H](CC(C)C)NC([C@H](CC1=CC=CC=C1)NC(=O)C1=NC=CN=C1)=O)C(=O)OC methyl (4R,5R)-5-hydroxy-2-((R)-3-methyl-1-((S)-3-phenyl-2-(pyrazine-2-carboxamido)propanamido) butyl)-6-oxo-1,3,2-dioxaborinane-4-carboxylate